C(C)(C)(C)OC(=O)N1C(CCC=CC1)C1=CC(=CC=2CCOC21)NC2=NC(=CC(=N2)C)NC [5-[[4-methyl-6-(methylamino)pyrimidin-2-yl]amino]-2,3-dihydrobenzofuran-7-yl]-2,3,4,7-tetrahydroazepine-1-carboxylic acid tert-butyl ester